7-chloro-5-(2-chlorophenyl)imidazo[1,2-a]Quinoxaline-4(5H)-on ClC=1C=C2N(C(C=3N(C2=CC1)C=CN3)=O)C3=C(C=CC=C3)Cl